3,5-Bis(2-methylsulfonylpyrimidin-5-yl)benzoic acid CS(=O)(=O)C1=NC=C(C=N1)C=1C=C(C(=O)O)C=C(C1)C=1C=NC(=NC1)S(=O)(=O)C